2-(2-((2-(2,6-dioxopiperidin-3-yl)-1,3-dioxoisoindolin-4-yl)amino)ethoxy)N-methylpropanamide O=C1NC(CCC1N1C(C2=CC=CC(=C2C1=O)NCCOC(C(=O)NC)C)=O)=O